N-(2,6-dioxopiperidin-3-yl)-5-(2,6-diazaspiro[3.3]heptan-2-yl)-3,4-dihydro-1,8-naphthyridine-1(2H)-carboxamide O=C1NC(CCC1NC(=O)N1CCCC2=C(C=CN=C12)N1CC2(C1)CNC2)=O